1-(2,2-dibromovinyl)-3-methoxybenzene BrC(=CC1=CC(=CC=C1)OC)Br